CNC(C(CO)O)O (methylamino)propane-1,2,3-triol